NC1=NC=CC=C1C1=NC=2C(=NC(=CC2)C2=CC=CC=C2)N1C=1C=CC(=NC1)CNC(=O)C=1C=C(C=CC1)CC(=O)OC methyl 2-(3-(((5-(2-(2-aminopyridin-3-yl)-5-phenyl-3H-imidazo[4,5-b]pyridin-3-yl)pyridin-2-yl)methyl)carbamoyl)phenyl)acetate